CN(C1(CCC2(CN(C(N2CC2=NC=NC=C2)=O)CC2=CC=C(C=C2)OC)CC1)C1=CC=CC=C1)C cis-8-dimethylamino-3-[(4-methoxyphenyl)-methyl]-8-phenyl-1-(pyrimidin-4-yl-methyl)-1,3-diazaspiro[4.5]decan-2-one